N-(3,4-difluorophenyl)-3-(2-(((1r,3r)-3-hydroxycyclobutyl)amino)-2-oxoacetyl)-2-methyl-5,6,7,8-tetrahydroindolizine-1-carboxamide FC=1C=C(C=CC1F)NC(=O)C=1C(=C(N2CCCCC12)C(C(=O)NC1CC(C1)O)=O)C